C(#N)C1=C(C=C(C=N1)N1C(N(C(C1=O)(C)C)CCC(=O)N(C)C)=S)SC 3-[3-(6-cyano-5-methylthiopyridin-3-yl)-5,5-dimethyl-4-oxo-2-thioxo-imidazolidin-1-yl]-N,N-dimethyl-propionamide